N-(4-chlorophenyl)-N-methyl-6-(p-tolyl)pyridazine-4-carboxamide ClC1=CC=C(C=C1)N(C(=O)C1=CN=NC(=C1)C1=CC=C(C=C1)C)C